diazaspiro[3.5]Nonane N1NCC12CCCCC2